C(C)(C)(C)OC(=O)N1CCN(CC1)CC1=CC(=CC=C1)NC1C(NC(CC1)=O)=O 4-(3-((2,6-Dioxopiperidin-3-yl)amino)benzyl)piperazine-1-carboxylic acid tert-butyl ester